C(C)N1C(=C(C=2N=C(NC(C21)=O)C2=C(C=CC(=C2)S(=O)(=O)N2CCC(CC2)CCO)OCCC)CCC)C=O 5-Ethyl-2-(5-((4-(2-hydroxyethyl)piperidin-1-yl)sulfonyl)-2-propoxyphenyl)-4-oxo-7-propyl-4,5-dihydro-3H-pyrrolo[3,2-d]pyrimidine-6-carbaldehyde